2,4-bis[tribromomethyl]pyrimidine dilithium (N1,N3-bis(trimethylsilyl)propane-1,3-diamine) salt C[Si](NCCCN[Si](C)(C)C)(C)C.[Li].[Li].BrC(C1=NC=CC(=N1)C(Br)(Br)Br)(Br)Br